C(C)OC(=O)C=1N=C2N(C=NC=C2)C1 Imidazo[1,2-c]Pyrimidine-2-carboxylic acid ethyl ester